methylenebis(phenyldimethylurea) C(N(C(=O)NC)CC1=CC=CC=C1)N(C(=O)NC)CC1=CC=CC=C1